C(C=C)(=O)N1C[C@H](C[C@@H]1CF)N1N=C(C(=C1NC)C(=O)N)C#CC1=CC2=C(N(C=N2)C)C=C1F 1-((3S,5R)-1-acryloyl-5-(fluoromethyl)pyrrolidin-3-yl)-3-((6-fluoro-1-methyl-1H-benzo[d]imidazol-5-yl)ethynyl)-5-(methylamino)-1H-pyrazole-4-carboxamide